C(C)(C)(C)OC(=O)N1CC2=CC=C(C=C2CC1)C1=NN(C(=N1)NC=1C(=C2C=NN(C2=CC1)C1OCCCC1)Cl)C 6-[5-[(4-chloro-1-tetrahydropyran-2-yl-indazol-5-yl)amino]-1-methyl-1,2,4-triazol-3-yl]-3,4-dihydro-1H-isoquinoline-2-carboxylic acid tert-butyl ester